21-(undecan-5-yloxy)henicosan-10-yl-1-methylpiperidine-4-carboxylate CCCCC(CCCCCC)OCCCCCCCCCCCC(CCCCCCCCC)OC(=O)C1CCN(CC1)C